N[C@@H](CC(=O)OCC)C=1C=C(C=C(C1)OC)C1=CC=CC=C1 ethyl (S)-3-amino-3-(5-methoxybiphenyl-3-yl)propanoate